COC1=C(C=CC=C1)CN(C(=O)C1N(CCC1)S(=O)(=O)C1=CC=C(C=C1)C)CC1SCCC1 N-[(2-Methoxyphenyl)methyl]-1-[(4-methylphenyl)sulfonyl]-N-[(tetrahydro-2-thienyl)methyl]-2-pyrrolidinecarboxamide